C(C)(C)(C)OC(=O)NCC1=CC=C(C=C1)NC(=O)[C@H]1N2C(N([C@H](C=C1C)C2)O[C@@H](C(=O)OCC)F)=O ethyl (2R)-2-(((2S,5R)-2-((4-(((tert-butoxycarbonyl) amino) methyl) phenyl)-carbamoyl)-3-methyl-7-oxo-1,6-diazabicyclo[3.2.1]oct-3-en-6-yl) oxy)-2-fluoroacetate